C(C)(C)(C)OC(=O)N1C2(CC2)CC(CC1)N1N=C2C(=CC(=CC2=C1)Br)F 7-(5-bromo-7-fluoro-indazol-2-yl)-4-azaspiro[2.5]octane-4-carboxylic acid tert-butyl ester